C(C)S(=O)(=O)[C@@H]1C[C@H](N(CC1)CC1=C2C=CNC2=C(C=C1OC)C)C1=CC=C(C(=O)O)C=C1 4-[(2S,4S)-4-(ethanesulfonyl)-1-[(5-methoxy-7-methyl-1H-indol-4-yl)methyl]piperidin-2-yl]benzoic acid